N-(2-(4-cyanothiazolidin-3-yl)-2-oxoethyl)-6-(ethoxymethyl)-quinoline-4-carboxamide C(#N)C1N(CSC1)C(CNC(=O)C1=CC=NC2=CC=C(C=C12)COCC)=O